CCCCCCC(C)C1C(C(=O)NC(=C)/C=C/C(=O)N[C@H](C(=O)N[C@@H](C(=O)O1)C(C)C)C)CCO The molecule is a 15-membered cyclodepsipeptide isolated from Streptomyces sp.M1982-63F1. It exhibits moderate activity against Gram-positive bacteria. It has a role as a metabolite, an antimicrobial agent and an antibacterial agent. It is a cyclodepsipeptide, a primary alcohol and a macrocycle.